2-(2-(6-bromobenzo[d][1,3]dioxol-5-yl)-2-oxoethyl)4H-benzo[d][1,3]oxathiin-4-one BrC=1C(=CC2=C(OCO2)C1)C(CC1OC(C2=C(S1)C=CC=C2)=O)=O